(R)-5-methyl-3-(trifluoromethyl)-5a,6,8,9-tetrahydropyrido[3',2':4,5]imidazo[1,2-a]pyrazin CN1C2=C(N3[C@@H]1CNCC3)N=CC(=C2)C(F)(F)F